C(C)OC(CCCOP(=O)(OCCCC(OCC)=O)C(C1=CC2=C(SC(=C2)C(=O)O)C=C1)(F)F)=O 5-((bis(4-ethoxy-4-oxobutoxy)phosphoryl)difluoromethyl)benzo[b]thiophene-2-carboxylic acid